N1(CC1)P1(=NP(=NP(=N1)(N1CC1)N1CC1)(N1CCOCC1)N1CCOCC1)N1CC1 4,4'-(4,4,6,6-tetra(aziridin-1-yl)-1,3,5,2λ5,4λ5,6λ5-triazatriphosphinine-2,2-diyl)dimorpholine